N1=CN=C2NC=NC2=C1N1CCSC(=C1)C=1C(=NOC1C)C 4-(4-(9H-purin-6-yl)-3,4-dihydro-2H-1,4-thiazin-6-yl)-3,5-dimethylisoxazole